NC1=CC=C(C=C1)CCN1[C@H](O[C@H](C1=O)C)C=1C(=NN(C1)C1=CC=C(C=C1)Br)C1=CSC=C1 (2R,5S)-3-(4-aminophenylethyl)-2-(1-(4-bromophenyl)-3-(thiophen-3-yl)-1H-pyrazol-4-yl)-5-methyloxazolidin-4-one